N,6-dimethyl-5-(4-((2-(2-methyl-2-(methylamino)propanamido)pyridin-4-yl)methyl)piperazin-1-yl)picolinamide CNC(C1=NC(=C(C=C1)N1CCN(CC1)CC1=CC(=NC=C1)NC(C(C)(NC)C)=O)C)=O